C(=O)(O)CN(CCOCCOC1=C(C=CC=C1)N(CC(=O)O)CC(=O)O)CC(=O)O 2,2'-((2-(2-(2-(bis(carboxymethyl)amino)ethoxy)ethoxy)phenyl)-azanediyl)diacetic acid